OCC1(CN(CC1)CC(C)C)NC(=O)C=1C=2C[C@H]3[C@@H](C2N(N1)C1=C(C=C(C=C1)F)F)C3 (1aS,5aS)-2-(2,4-Difluoro-phenyl)-1a,2,5,5a-tetrahydro-1H-2,3-diaza-cyclopropa[a]pentalene-4-carboxylic acid (3-hydroxymethyl-1-isobutyl-pyrrolidin-3-yl)-amide